succinimidyl-myristic acid C1(CCC(N1C(C(=O)O)CCCCCCCCCCCC)=O)=O